N=1C=NN2C=NC(=CC21)OC2=C(C=C(C=C2)NC2=NC=NC1=CC(=C(C=C21)OC2CC1CCC(C2)N1C(C=C)=O)OC)C 1-(exo-3-((4-((4-([1,2,4]Triazolo[1,5-c]pyrimidin-7-yloxy)-3-methylphenyl)amino)-7-methoxyquinazolin-6-yl)oxy)-8-azabicyclo[3.2.1]octan-8-yl)prop-2-en-1-one